ClC1=CC=2CN(CN3C2C(=C1C(=O)OC)C(=C3)F)C(=O)OC(C)(C)C 2-tert-butyl 7-methyl 8-chloro-6-fluoro-1H-pyrrolo[3,2,1-ij]quinazoline-2,7(3H)-dicarboxylate